3,3,3',3'-tetramethyl-1,1'-spirobiindane-5,5',6,6'-tetraol CC1(CC2(C3=CC(=C(C=C13)O)O)CC(C1=CC(=C(C=C12)O)O)(C)C)C